NC=1N=C(SC1C(C1=CC=C(C=C1)OCC(=O)NC)=O)N(C1=CC=C(C=C1)F)[C@@H](C(=O)N)C (R)-2-(N-[4-Amino-5-[4-[2-(methylamino)-2-oxoethoxy]benzoyl]thiazol-2-yl]-4-fluoroanilino)propanamid